N7-(5-benzylindan-2-yl)-2-methyl-pyrazolo[1,5-a]pyrimidine-3,7-dicarboxamide C(C1=CC=CC=C1)C=1C=C2CC(CC2=CC1)NC(=O)C1=CC=NC=2N1N=C(C2C(=O)N)C